C(C)(C)(C)C1=NC=C(C=C1)CC 2-(tert-butyl)-5-ethylpyridine